ethyl 2-({4-chloro-2',3',4',5',6,6'-hexafluoro-[1,1'-biphenyl]-3-yl}oxy)acetate ClC1=C(C=C(C(=C1)F)C1=C(C(=C(C(=C1F)F)F)F)F)OCC(=O)OCC